dibutyl-4,4'-dihydroxybiphenyl C(CCC)C=1C(=C(C=CC1O)C1=CC=C(C=C1)O)CCCC